C(C)(C)(C)OC(=O)N1C[C@H]([C@@H](CC1)C1=CC=CC=C1)CN (3R,4R)-3-aminomethyl-4-phenyl-piperidine-1-carboxylic acid tert-butyl ester